FC(C1=NC(=NO1)C=1C=C2CC[C@H](C2=CC1)NC(=O)C=1C=NN(C1C)C)F (R)-N-(5-(5-(difluoromethyl)-1,2,4-oxadiazol-3-yl)-2,3-dihydro-1H-inden-1-yl)-1,5-dimethyl-1H-pyrazole-4-carboxamide